C(C)[Pb](Cl)(Cl)Cl ethyllead trichloride